CC1=CC=C(C=C1)CN1C(CCC1CC(N1CCCC1)=O)=O 1-[(4-methylphenyl)methyl]-5-(2-oxo-2-pyrrolidin-1-ylethyl)pyrrolidin-2-on